6'''-(9,9'-spirobi[fluorene]-2,2',7,7'-tetrayltetrakis(thiophene-5,2-diyl))tetrakis(2,5-bis(2-ethylhexyl)-3-(5-phenylthiophene-2-yl)-2,5-dihydropyrrolo[3,4-c]pyrrol-1,4-dione) C1=C(C=CC=2C3=CC=C(C=C3C3(C12)C1=CC(=CC=C1C=1C=CC(=CC13)C1=CC=C(S1)C=1N(C(C=3C1C(N(C3C=3SC(=CC3)C3=CC=CC=C3)CC(CCCC)CC)=O)=O)CC(CCCC)CC)C3=CC=C(S3)C=3N(C(C=1C3C(N(C1C=1SC(=CC1)C1=CC=CC=C1)CC(CCCC)CC)=O)=O)CC(CCCC)CC)C1=CC=C(S1)C=1N(C(C=3C1C(N(C3C=3SC(=CC3)C3=CC=CC=C3)CC(CCCC)CC)=O)=O)CC(CCCC)CC)C3=CC=C(S3)C=3N(C(C=1C3C(N(C1C=1SC(=CC1)C1=CC=CC=C1)CC(CCCC)CC)=O)=O)CC(CCCC)CC